3-hydroxy-3,3-bis(4-chlorophenyl)propanal OC(CC=O)(C1=CC=C(C=C1)Cl)C1=CC=C(C=C1)Cl